C1=CC=C(C=C1)C[C@@H](CO)N(CC2=CC=CC=C2)CC3=CC=CC=C3 (S)-(+)-2-(dibenzylamino)-3-phenyl-1-propanol